C1(=CC=C2C=CC3=CC=CC4=CC=C1C2=C34)B3OC(C)(C)C(C)(C)O3 pyreneboronic acid pinacol ester